C(C)(=O)N1C(C2=CC=C(C=C2C1)S(=O)(=O)C1CC1)C(=O)NC1=CC=C(C=C1)C(C(F)(F)F)(C(F)(F)F)O 2-Acetyl-5-(cyclopropyl-sulfonyl)-N-[4-(1,1,1,3,3,3-hexafluoro-2-hydroxypropan-2-yl)phenyl]-2,3-dihydro-1H-isoindole-1-carboxamide